3-(Ethylsulfanyl)-5,6-dihydro-4H-cyclopenta[b]thiophen C(C)SC=1C2=C(SC1)CCC2